5-Butylpicolinic acid C(CCC)C=1C=CC(=NC1)C(=O)O